[C@H]1([C@H](O)[C@@H](O)[C@@H](O)[C@H](O1)CO)OC[C@@H]([C@@H]([C@@H](CC)O)O)NC(CCCCCCCCCCCCCCCCCCCC)=O (2S,3S,4R)-1-O-(α-D-galactosyl)-2-(N-heneicosanoylamino)-1,3,4-hexanetriol